CN(CCCN(CCCN(C)C)CCCN(C)C)C tris-(3-dimethylaminopropyl)amine